N-[2-[(methylamino)carbonyl]phenyl]-2,5-dioxabicyclo[4.1.0]-heptane-7-carboxamide CNC(=O)C1=C(C=CC=C1)NC(=O)C1C2OCCOC12